OC=C1C(C=2N(CCC1)N=C1C2CN([C@@H](C1)C)C(=O)OC(C)(C)C)=O (R)-tert-butyl 10-(hydroxymethylene)-3-methyl-11-oxo-3,4,8,9,10,11-hexahydro-1H-pyrido[4',3':3,4]pyrazolo[1,5-a]azepine-2(7H)-carboxylate